BrC(F)(F)P(OCC)(OCC)=O Diethyl Bromodifluoromethylphosphonate